tert-butyl ethyl((1-(4-(N-(tetrahydro-2H-pyran-4-yl)acetamido)butyl)-1H-imidazo[4,5-c]quinolin-2-yl)methyl)carbamate C(C)N(C(OC(C)(C)C)=O)CC=1N(C2=C(C=NC=3C=CC=CC23)N1)CCCCN(C(C)=O)C1CCOCC1